2-[(3,5-dichloropyridine-4-carbonyl)amino]-4-[4-(5,6,7,8-tetrahydro-1,8-naphthyridin-2-yl)butoxy]butanoic acid ClC=1C=NC=C(C1C(=O)NC(C(=O)O)CCOCCCCC1=NC=2NCCCC2C=C1)Cl